ethyl-(1-methylpropyl)malonic acid C(C)C(C(=O)O)(C(=O)O)C(CC)C